C(N)(O[C@H](C(=O)NC(C(=O)N)CC=1C(NC2=CC=C(C=C2C1)C)=O)CC1=CC=CC=C1)=O ((2S)-1-((1-amino-3-(6-methyl-2-oxo-1,2-dihydroquinolin-3-yl)-1-oxopropan-2-yl) amino)-1-oxo-3-phenylpropan-2-yl) carbamate